N1CCC(CC1)C1=C2C(=NC=C1)NC=C2 4-(Piperidin-4-yl)-1H-pyrrolo[2,3-b]pyridine